N,N'-(1,3-phenylene)bis(2-bromoacetamide) C1(=CC(=CC=C1)NC(CBr)=O)NC(CBr)=O